(R)-3-(6-(2-Benzyl-4-((2-ethoxyethyl)sulfonyl)piperazin-1-yl)-1-methyl-1H-pyrazolo[3,4-d]pyrimidin-3-yl)-2,6-difluoro-5-(trifluoromethyl)phenol C(C1=CC=CC=C1)[C@H]1N(CCN(C1)S(=O)(=O)CCOCC)C1=NC=C2C(=N1)N(N=C2C=2C(=C(C(=C(C2)C(F)(F)F)F)O)F)C